4-(4-Chlorophenyl)-2-(3-thienylmethyl)imidazole ClC1=CC=C(C=C1)C=1N=C(NC1)CC1=CSC=C1